6'-(tert-butoxy)-2''-chloro-5'-methyl-2-(trifluoromethyl)-3,2':4',4''-terpyridine C(C)(C)(C)OC1=C(C(=CC(=N1)C=1C(=NC=CC1)C(F)(F)F)C1=CC(=NC=C1)Cl)C